HexamethyleneBis-Acetamide C(CCCCCCCCC(=O)N)(=O)N